methyl N-[5-({4-[(2S)-2-{[8-(3,3-difluoropyrrolidine-1-carbonyl)quinazolin-4-yl]amino}propyl]piperazin-1-yl}sulfonyl)-4-methyl-1,3-thiazol-2-yl]carbamate FC1(CN(CC1)C(=O)C=1C=CC=C2C(=NC=NC12)N[C@H](CN1CCN(CC1)S(=O)(=O)C1=C(N=C(S1)NC(OC)=O)C)C)F